1-((2-(4-benzyl-morpholin-2-yl)propan-2-yl)amino)-3-chloropropan-2-ol C(C1=CC=CC=C1)N1CC(OCC1)C(C)(C)NCC(CCl)O